N-(2-((5-Chloro-2-((2-(methoxy-d3)-4-(4-(4-methylpiperazin-1-yl)piperidin-1-yl)phenyl)amino)pyrimidin-4-yl)amino)phenyl)-N-(methyl-d3)methanesulfonamide ClC=1C(=NC(=NC1)NC1=C(C=C(C=C1)N1CCC(CC1)N1CCN(CC1)C)OC([2H])([2H])[2H])NC1=C(C=CC=C1)N(S(=O)(=O)C)C([2H])([2H])[2H]